7-cyclopropyl-1-{6-[2-(1-methylphenoxy)pyridin-4-yl]-2,3-dihydro-1H-isoindole-4-yl}-6-(1-methylpyrazol-4-yl)-3,4-dihydro-2H-quinoline C1(CC1)C1=C(C=C2CCCN(C2=C1)C1=C2CNCC2=CC(=C1)C1=CC(=NC=C1)OC1(CC=CC=C1)C)C=1C=NN(C1)C